ClC=1C(=C(C=CC1)C1=C(C=C2C(=C(C(=NC2=C1F)C)I)N[C@H]1[C@H]2CN([C@@H]1C2)C(=O)OC(C)(C)C)CCC#N)C tert-butyl (1R,4R,5S)-5-((7-(3-chloro-2-methylphenyl)-6-(2-cyanoethyl)-8-fluoro-3-iodo-2-methylquinolin-4-yl) amino)-2-azabicyclo[2.1.1]hexane-2-carboxylate